N1CC(C1)NC=1C=CC(=C(C(=O)N[C@H](C)C2=CC(=CC=C2)C=2SC(=C(C2)C)CN[C@@H]2C[C@@H](CC2)O)C1)C 5-(azetidin-3-ylamino)-N-((R)-1-(3-(5-((((1S,3R)-3-hydroxycyclopentyl)amino)methyl)-4-methylthiophen-2-yl)phenyl)ethyl)-2-methylbenzamide